N-(4-hydroxy-phenyl)-1-naphthamide OC1=CC=C(C=C1)NC(=O)C1=CC=CC2=CC=CC=C12